4-[2-(azepan-1-yl)-4-(cyclopropanecarbonylamino)benzoyl]-3-(trifluoromethyl)piperazine-1-carboxylic acid tert-butyl ester C(C)(C)(C)OC(=O)N1CC(N(CC1)C(C1=C(C=C(C=C1)NC(=O)C1CC1)N1CCCCCC1)=O)C(F)(F)F